Phosphafluorene C1C2=CC=CC=C2C3=C1P=CC=C3